ClC1=C(C=CC=C1)C1=NSC(=N1)N(N)C 3-(2-chlorophenyl)-5-(1-methylhydrazino)-1,2,4-thiadiazole